(S)-1-(4-nitrobenzyl)piperidin-3-amine [N+](=O)([O-])C1=CC=C(CN2C[C@H](CCC2)N)C=C1